tert-Butyl but-3-yn-2-ylcarbamate CC(C#C)NC(OC(C)(C)C)=O